(S)-1-(2-((S)-3-(3-Phenoxyphenoxy)pyrrolidin-1-yl)acetyl)pyrrolidin-2-carbonitril O(C1=CC=CC=C1)C=1C=C(O[C@@H]2CN(CC2)CC(=O)N2[C@@H](CCC2)C#N)C=CC1